(R)-2-chloro-N-(2-chloro-6-(trifluoromethyl)pyridin-4-yl)-8-methyl-8-(trifluoromethyl)-7,8-dihydro-6H-pyrazolo[1,5-a]pyrrolo[2,3-e]pyrimidine-6-carboxamide ClC1=NN2C(N=CC3=C2[C@@](CN3C(=O)NC3=CC(=NC(=C3)C(F)(F)F)Cl)(C(F)(F)F)C)=C1